N,N-dimethylpiperidin-4-amide CN(C(=O)C1CCNCC1)C